(R)-2-amino-3-(1H-indol-5-yl)propanoic acid N[C@@H](C(=O)O)CC=1C=C2C=CNC2=CC1